F[C@@H]1C[C@H](N(C1)C(CC=1OC=CN1)=O)C(=O)N[C@H](C1=NC=C(C=C1)C(C)C)C1=CC=CC=C1 (2S,4R)-4-fluoro-1-[2-(1,3-oxazol-2-yl)acetyl]-N-[(S)-phenyl[5-(propan-2-yl)pyridin-2-yl]methyl]pyrrolidine-2-carboxamide